1-(5-(3-Fluorophenyl)-7-iodo-6-methylpyrrolo[2,3-f]indazol-1(5H)-yl)-2,2-dimethylpropan-1-one FC=1C=C(C=CC1)N1C(=C(C2=C1C=C1C=NN(C1=C2)C(C(C)(C)C)=O)I)C